2-fluoro-4-methylphenol FC1=C(C=CC(=C1)C)O